8-((2-(2,6-dioxopiperidin-3-yl)-1-oxoisoindolin-4-yl)thio)octanoic acid O=C1NC(CCC1N1C(C2=CC=CC(=C2C1)SCCCCCCCC(=O)O)=O)=O